N1=NC(=CC=C1)C=1C=NN(C(C1)=S)CCC(=O)O 3-(4-pyridazin-3-yl-6-thioxo-pyridazin-1-yl)propionic acid